CS(=O)(=O)C1=CC(=C(C=C1)NCC#CC=1N(C=2C=CC=C(C2C1)NC1CCC(CC1)N1CCC(CC1)S(=O)(=O)C)CC(F)(F)F)OC 2-{3-[(4-methane-sulfonyl-2-methoxy-phenyl)amino]prop-1-yn-1-yl}-N-[(1R,4R)-4-(4-methanesulfonylpiperidin-1-yl)cyclohexyl]-1-(2,2,2-trifluoroethyl)-1H-indol-4-amine